FC=1C=C(C=2N=C3C(=NC2C1)OC[C@H]1N3CCOC1)[C@@H](C)N (R)-1-((S)-9-fluoro-1,2,4a,5-tetrahydro-4H-[1,4]oxazino[4',3':4,5][1,4]oxazino[2,3-b]quinoxalin-11-yl)ethan-1-amine